NC=1N=C(C2=C(N1)C=NN2CC=2C=C(C=CC2OC)CN2CC1C(C2)CCS1(=O)=O)NCCCC 5-[(3-{[5-amino-7-(butyl-amino)-1H-pyrazolo[4,3-d]pyrimidin-1-yl]methyl}-4-methoxyphenyl)methyl]-hexahydro-2H-1λ6-thieno-[2,3-c]pyrrole-1,1-dione